2-(4-amino-phenyl)-3H-benzimidazole-5-carboxylic acid methyl-phenyl-amide CN(C(=O)C1=CC2=C(N=C(N2)C2=CC=C(C=C2)N)C=C1)C1=CC=CC=C1